S(N)(=O)(=O)N1N=CC=C1 sulfamoyl-1H-pyrazol